2-((3R,5S)-3-Amino-4,4-difluoro-5-methylpiperidin-1-yl)-5-fluoro-6-((1-methyl-2-oxo-3-(((S)-2-oxooxazolidin-5-yl)methyl)-2,3-dihydro-1H-benzo[d]imidazol-5-yl)amino)nicotinonitrile N[C@@H]1CN(C[C@@H](C1(F)F)C)C1=C(C#N)C=C(C(=N1)NC1=CC2=C(N(C(N2C[C@@H]2CNC(O2)=O)=O)C)C=C1)F